(rac)-trans-(R)-1-phenylethyl 4-allyl-3-azido-1-(N-(1-(tert-butoxycarbonyl)azetidin-3-yl)sulfamoyl)pyrrolidine-3-carboxylate C(C=C)[C@H]1[C@](CN(C1)S(NC1CN(C1)C(=O)OC(C)(C)C)(=O)=O)(C(=O)O[C@H](C)C1=CC=CC=C1)N=[N+]=[N-] |r|